tert-butyl (2S,4R)-2-[5-[(4-bromophenyl)methyl]-1,3-thiazol-2-yl]-4-[(tert-butyldiphenylsilyl)oxy]pyrrolidine-1-carboxylate BrC1=CC=C(C=C1)CC1=CN=C(S1)[C@H]1N(C[C@@H](C1)O[Si](C1=CC=CC=C1)(C1=CC=CC=C1)C(C)(C)C)C(=O)OC(C)(C)C